tert-butyl 1-(pent-4-ynamido)-3,6,9,12-tetraoxapentadecan-15-oate C(CCC#C)(=O)NCCOCCOCCOCCOCCC(=O)OC(C)(C)C